propoxyphenyl nitrate [N+](=O)(OC1=C(C=CC=C1)OCCC)[O-]